rac-4-{[3-(4-{[(3R,4S)-3-fluoro-1-methylpiperidin-4-yl]amino}-1-(2,2,2-trifluoroethyl)-1H-indol-2-yl)prop-2-yn-1-yl]amino}-3-methoxy-N-(propan-2-yl)benzamide F[C@@H]1CN(CC[C@@H]1NC1=C2C=C(N(C2=CC=C1)CC(F)(F)F)C#CCNC1=C(C=C(C(=O)NC(C)C)C=C1)OC)C |r|